CN1C(C=C(C=C1)CN(CCCC(=O)O)CC)C 4-{[(1,2-dimethyl-1,2-dihydropyridin-4-yl)methyl](ethyl)-amino}butanoic acid